3-(4-((4-(2-(2-Aminopyridin-3-yl)-5-phenyl-3H-imidazo[4,5-b]pyridin-3-yl)benzyl)oxy)piperidin-1-yl)-4-methoxycyclobut-3-ene-1,2-dione NC1=NC=CC=C1C1=NC=2C(=NC(=CC2)C2=CC=CC=C2)N1C1=CC=C(COC2CCN(CC2)C=2C(C(C2OC)=O)=O)C=C1